methyl (S)-6-(4-((2-chloro-6-fluorophenyl)carbamoyl)-2-fluoro-5-((1,1,1-trifluoropropan-2-yl)oxy)phenyl)-3-cyclopropylpicolinate ClC1=C(C(=CC=C1)F)NC(=O)C1=CC(=C(C=C1O[C@H](C(F)(F)F)C)C1=CC=C(C(=N1)C(=O)OC)C1CC1)F